5-cyano-2-(ethylthio)benzoic acid C(#N)C=1C=CC(=C(C(=O)O)C1)SCC